ethyl (6R)-6-[4-[5-fluoro-2-(4-methylpyrazol-1-yl)-3-pyridyl]piperazin-1-yl]-2-azaspiro[3.4]octane-2-carboxylate FC=1C=C(C(=NC1)N1N=CC(=C1)C)N1CCN(CC1)[C@H]1CC2(CN(C2)C(=O)OCC)CC1